OC1=C(C=C(C=C1)C=1SC(=CC1Cl)C1=CC(=C(C=C1)O)C)C 2,5-bis(4-hydroxy-3-methylphenyl)-3-chlorothiophene